acrylic acid bisphosphate P(=O)(O)(O)O.P(=O)(O)(O)O.C(C=C)(=O)O